ClC1=NC(=NC=N1)NC1=CC=C2CCN(C2=C1)C(C(=O)N)=C (6-((4-chloro-1,3,5-triazin-2-yl)amino)indolin-1-yl)acrylamide